4,7-diazadecane CCCNCCNCCC